4-[6-(2-CHLOROANILINO)PYRAZIN-2-YL]-4-ETHYL-HEXANOIC ACID ClC1=C(NC2=CN=CC(=N2)C(CCC(=O)O)(CC)CC)C=CC=C1